2-[(difluoromethoxy)methyl]thiazole FC(OCC=1SC=CN1)F